C(C)(=O)OCC(=O)NNC(=O)C=1N=NC(=CC1)N1CCC(CC1)OC1=C(C=CC=C1)Cl 2-(2-(6-(4-(2-chlorophenoxy)piperidin-1-yl)pyridazine-3-carbonyl)hydrazinyl)2-oxoethyl acetate